FC=1C(=C2C(=NC1)NN=C2)C2=C1N(N=C2C2=NC=C(C=C2)F)CC(C1)(C([2H])([2H])[2H])C([2H])([2H])[2H] 5-Fluoro-4-[2-(5-fluoro-2-pyridyl)-5,5-bis(methyl-d3)-4,6-dihydropyrrolo[1,2-b]pyrazol-3-yl]-1H-pyrazolo[3,4-b]pyridine